BrC1=NC=C2C(=C(C=NC2=C1F)Cl)N1[C@@H]2CCN([C@@H]2C1)C(=O)OC(C)(C)C tert-butyl (1R,5R)-6-(7-bromo-3-chloro-8-fluoro-1,6-naphthyridin-4-yl)-2,6-diazabicyclo[3.2.0]heptane-2-carboxylate